[1,4]oxazepino[2,3-c]quinolin N1=CC=COC=2C=NC=3C=CC=CC3C21